S1(N=CC2=C1C=CC=C2)(=O)=O benzisothiazole-1,1-dioxide